FCC(C)I 1-fluoro-2-iodopropane